FC([C@@H](C)N1N=CN=C1C(=O)OC)(F)F methyl (R)-1-(1,1,1-trifluoropropan-2-yl)-1H-1,2,4-triazole-5-carboxylate